ClC1=CC=C(C(=C1C(=O)NC1=NNC=C1)C)F 6-chloro-3-fluoro-2-methyl-N-(1H-pyrazol-3-yl)benzamide